3-(1-((5-(5-(difluoromethyl)-1,3,4-oxadiazol-2-yl)-3-fluoropyridin-2-yl)methyl)-1H-1,2,3-triazol-4-yl)benzaldehyde FC(C1=NN=C(O1)C=1C=C(C(=NC1)CN1N=NC(=C1)C=1C=C(C=O)C=CC1)F)F